Z-9-tetradecen CCCCCCCC\C=C/CCCC